2,2'-((((2-(3-(2-aminoethyl)-2-oxoimidazolidin-1-yl)ethyl)azanediyl)bis(ethane-2,1-diyl))bis(azanediyl))diacetonitrile NCCN1C(N(CC1)CCN(CCNCC#N)CCNCC#N)=O